{1-{1-[(2,5-dichloro-3-thienyl)carbonyl]piperidin-4-yl}-3-[4-(7H-pyrrolo[2,3-d]pyrimidin-4-yl)-1H-pyrazol-1-yl]azetidin-3-yl}acetonitrile ClC=1SC(=CC1C(=O)N1CCC(CC1)N1CC(C1)(N1N=CC(=C1)C=1C2=C(N=CN1)NC=C2)CC#N)Cl